((3aS,4R,6S,6aS)-6-(4-aminopyrrolo[2,1-f][1,2,4]triazin-7-yl)-4-cyano-2,2-dimethyltetrahydrofuro[3,4-d][1,3]dioxol-4-yl)methyl propyl carbonate C(OC[C@]1(O[C@H]([C@@H]2OC(O[C@@H]21)(C)C)C2=CC=C1C(=NC=NN12)N)C#N)(OCCC)=O